C1(CCCC1)=C1C2=CC=C(C=C2OC=2C=C(C=CC12)O)C 9-Cyclopentylidene-6-methylxanthen-3-ol